CC1NC(OC12CCN(CC2)C2CC1CCC(C2)N1C1=NC(=NO1)C)=O 4-methyl-8-(8-(3-methyl-1,2,4-oxadiazol-5-yl)-8-azabicyclo[3.2.1]oct-3-yl)-1-oxa-3,8-diazaspiro[4.5]decan-2-one